[Cl-].[NH2+]1CCCC1 pyrrolidinium chloride salt